2-acryloylthio-n-butylthio-5-n-butylthio-1,3,4-thiadiazole C(C=C)(=O)SC(CSC=1SC(=NN1)SCCCC)CC